C1(=CC=CC=C1)C1=NC(=NC(=N1)C1=CC=CC=C1)C=1C=C(C(=C(C1)C=1C=CC=2N(C3=CC=CC=C3C2C1)C1=CC=CC=C1)C=1C(=NC(=CC1)C1=CC=CC=C1)C1=CC=CC=C1)C=1C=CC=2N(C3=CC=CC=C3C2C1)C1=CC=CC=C1 3,3'-(5-(4,6-diphenyl-1,3,5-triazin-2-yl)-2-(2,6-diphenylpyridin-3-yl)-1,3-phenylene)bis(9-phenyl-9H-carbazole)